FC=1C=C(C=C(C1)F)C(CO)O 1-(3,5-difluorophenyl)ethane-1,2-diol